Cl.Cl.C(C)[C@H]1OC2=CC=3C=CN=CC3C=C2CNC1 (R)-2-ethyl-2,3,4,5-tetrahydro-[1,4]oxazepino[7,6-g]isoquinoline dihydrochloride